2-(4-(2-acetyl-5-chlorophenyl)-5-methoxy-2-oxopyridin-1(2H)-yl)-3-(p-methylphenyl)propanoic acid C(C)(=O)C1=C(C=C(C=C1)Cl)C1=CC(N(C=C1OC)C(C(=O)O)CC1=CC=C(C=C1)C)=O